ClC1=CC=CC(=N1)C(=O)N1[C@@H]([C@H](C(C1)(F)F)O)C1CCCC1 (6-Chloropyridin-2-yl)((2R,3R)-2-cyclopentyl-4,4-difluoro-3-hydroxypyrrolidin-1-yl)methanone